4-oxo-2-(3-thiazolidinylcarbonyl)-1-pyrrolidinecarboxylic acid tert-butyl ester C(C)(C)(C)OC(=O)N1C(CC(C1)=O)C(=O)N1CSCC1